O(C1=CC=CC=C1)CCC(=O)O 3-phenoxy-propanoic acid